(R)-3-(4-fluoro-2-methylphenoxy)-N-(3-(S-methylsulfonimidoyl)phenyl)-6-(trifluoromethyl)pyridazine-4-carboxamide FC1=CC(=C(OC=2N=NC(=CC2C(=O)NC2=CC(=CC=C2)[S@@](=O)(=N)C)C(F)(F)F)C=C1)C